(3-(pyrimidin-2-yl)morpholino)methanone N1=C(N=CC=C1)C1COCCN1C=O